3-(allyloxy)-2-propanol C(C=C)OCC(C)O